Cl(=O)(=O)(=O)[O-].C1CCC[NH+]2CCC3=C(C12)NC1=CC=CC=C13 2,3,4,6,7,12-hexahydro-1H-indolo[2,3-a]quinolizin-5-ylium perchlorate salt